4-Chloro-2-(tetrahydro-2H-pyran-2-yl)-7-azaindole ClC1=C2C=C(NC2=NC=C1)C1OCCCC1